(R)-tert-butyl 3-aminopyrrolidine-1-carboxylate N[C@H]1CN(CC1)C(=O)OC(C)(C)C